BrC1=NNC2=CC(=CC=C12)[C@@H]1C[C@@]12C(NC1=CC=C(C=C21)OC)=O (1R,2S)-2-(3-bromo-1H-indazol-6-yl)-5'-methoxyspiro[cyclopropane-1,3'-indoline]-2'-one